N-(2-bromo-3-(9H-carbazol-9-yl)phenyl)-N-(quinolin-5-yl)quinolin-5-amine BrC1=C(C=CC=C1N1C2=CC=CC=C2C=2C=CC=CC12)N(C=1C=2C=CC=NC2C=CC1)C1=C2C=CC=NC2=CC=C1